(S)-(3-(difluoromethyl)-1-methyl-1H-1,2,4-triazol-5-yl)(4-(5-(trifluoromethyl)pyrazolo[1,5-a]pyridin-2-yl)-6,7-dihydro-1H-imidazo[4,5-c]pyridin-5(4H)-yl)methanone FC(C1=NN(C(=N1)C(=O)N1[C@@H](C2=C(CC1)NC=N2)C2=NN1C(C=C(C=C1)C(F)(F)F)=C2)C)F